(S)-5-(4-cyanophenyl)-N-(1-(methylsulfonyl)piperidine-3-yl)-1-(p-tolyl)-1H-pyrazole-3-carboxamide C(#N)C1=CC=C(C=C1)C1=CC(=NN1C1=CC=C(C=C1)C)C(=O)N[C@@H]1CN(CCC1)S(=O)(=O)C